5-O-[2-[benzyl(methyl)amino]ethyl] 3-O-methyl 2,6-dimethyl-4-(3-nitrophenyl)-1,4-dihydropyridine-3,5-dicarboxylate CC=1NC(=C(C(C1C(=O)OC)C1=CC(=CC=C1)[N+](=O)[O-])C(=O)OCCN(C)CC1=CC=CC=C1)C